NC=1C(N(C2=C(N1)SC(=C2)C(=O)N[C@H]2CN(CC2)C)C2=CC=C1C=CN(C1=C2)C2=CC=CC=C2)=O (R)-3-amino-N-(1-methylpyrrolidin-3-yl)-2-oxo-1-(1-phenyl-1H-indol-6-yl)-1,2-dihydrothieno[2,3-b]pyrazine-6-carboxamide